Cl.CC1(CC1)N 1-methylcyclopropylamine hydrochloride